2-((4-(6-(4-(((2-fluoroethyl)amino)methyl)phenyl)-1,2,4,5-tetrazin-3-yl)benzyl)amino)ethan-1-ol FCCNCC1=CC=C(C=C1)C1=NN=C(N=N1)C1=CC=C(CNCCO)C=C1